FC(C1=CNC2=NC=C(C=C21)C=2C=C1C=CN=CC1=C(C2)C2N(CCC2)C(=O)O)(F)F 2-(6-(3-trifluoromethyl-1H-pyrrolo[2,3-b]pyridin-5-yl)isoquinolin-8-yl)pyrrolidine-1-carboxylic acid